BrC1=CC=C(C=C1)N1N=C2CCNCC3C2=C1CCN3C(=O)OC(C)(C)C tert-butyl 2-(4-bromophenyl)-2,3,4,5a,6,7,8,9-octahydro-5H-1,2,5,7-tetraazabenzo[cd]azulene-5-carboxylate